C(C)(C)(C)OC(=O)N1C[C@H](CCC1)C1=CC(=C2C=C(NC2=C1F)C(=O)O)Cl 6-[(3R)-1-tert-butoxycarbonyl-3-piperidyl]-4-chloro-7-fluoro-1H-indole-2-carboxylic acid